(R)-2,7-dimethyl-5-(1-((2-(((2,2,2-trifluoroethoxy)methyl)sulfonyl)phenyl)amino)ethyl)-3-(4-(2,2,2-trifluoroethyl)piperazin-1-yl)isoquinolin-1(2H)-one CN1C(C2=CC(=CC(=C2C=C1N1CCN(CC1)CC(F)(F)F)[C@@H](C)NC1=C(C=CC=C1)S(=O)(=O)COCC(F)(F)F)C)=O